COC1=NC(=NN2C1=C(C=C2)C=2C=CC1=C(N(N=N1)C)C2)NC2CC(C2)(C(=O)NC)C 5-Trans-3-((4-methoxy-5-(1-methyl-1H-benzo[d][1,2,3]triazol-6-yl)pyrrolo[2,1-f][1,2,4]triazin-2-yl)amino)-N,1-dimethylcyclobutane-1-carboxamide